6-fluoro-2,3-dihydroxybenzoic acid FC1=CC=C(C(=C1C(=O)O)O)O